S1C(=CC2=C1C=CC=C2)C=2OC1=C(N2)C=CC=C1 (benzothien-2-yl)benzo[d]oxazole